CC(=O)N[C@@H](CSC1=C(C(=O)C=C2C1=NC3=C(O2)C=CC(=C3)C=O)N)C(=O)[O-] The molecule is an L-alpha-amino-acid anion that is the conjugate base of grixazone A, obtained by deprotonation of the carboxy group. It is a conjugate base of a grixazone A.